C(C)C=1N=C2N(C=C(C=C2)N2CCN(CC2)C(C(=O)O)=O)C1N(C)C=1SC=C(N1)C1=CC=C(C=C1)F [4-(2-Ethyl-3-{[4-(4-fluoro-phenyl)-thiazol-2-yl]-methyl-amino}-imidazo[1,2-a]pyridin-6-yl)-piperazin-1-yl]-oxo-acetic acid